ClC=1C=CC(=C(C1)C1=CC(=NC=N1)O)N1N=NC(=C1)C=1C=NC=CC1 6-{5-chloro-2-[4-(pyridin-3-yl)-1H-1,2,3-triazol-1-yl]phenyl}pyrimidin-4-ol